diamyl butenedioate C(C=CC(=O)OCCCCC)(=O)OCCCCC